C(#N)C1=CC=C(C=CC2=C(C#N)C=CC=C2)C=C1 (4-cyanostyryl)benzonitrile